N,N-bis(2-bromoethyl)-2-methyl-4-nitro-6-(piperazine-1-ylsulfonyl)aniline BrCCN(C1=C(C=C(C=C1S(=O)(=O)N1CCNCC1)[N+](=O)[O-])C)CCBr